5-((tert-butoxycarbonyl)amino)pyrazine C(C)(C)(C)OC(=O)NC=1N=CC=NC1